1-ethylsulfonylpiperidin-4-amine C(C)S(=O)(=O)N1CCC(CC1)N